COCC1CN(CCO1)C1=NC(=NC=C1)C1=CN=C2N1C=C(N=C2)C(F)(F)F 2-(methoxymethyl)-4-(2-(6-(trifluoromethyl)imidazo[1,2-a]pyrazin-3-yl)pyrimidin-4-yl)morpholine